1-benzyl-3-methylimidazole bis(trifluoromethanesulfonyl)imide salt [N-](S(=O)(=O)C(F)(F)F)S(=O)(=O)C(F)(F)F.C(C1=CC=CC=C1)N1CN(C=C1)C